2,2-dimethyl-5-(4-chlorophenyl-methyl)cyclopentanone CC1(C(C(CC1)CC1=CC=C(C=C1)Cl)=O)C